(2R)-2-(6-{5-chloro-2-[(oxan-4-yl)amino]pyrimidin-4-yl}-1-oxo-2,3-dihydro-1H-isoindol-2-yl)-N-[(1R)-1-[6-(3,3-difluoropyrrolidin-1-yl)pyridin-2-yl]ethyl]propanamide ClC=1C(=NC(=NC1)NC1CCOCC1)C1=CC=C2CN(C(C2=C1)=O)[C@@H](C(=O)N[C@H](C)C1=NC(=CC=C1)N1CC(CC1)(F)F)C